IC1(C(C=C(C(=C1)OC)OC)C)C(=O)O 2-iodo-4,5-dimethoxytoluic acid